tert-Butyl (R)-6-cyano-5-hydroxy-3-oxohexanoate C(#N)C[C@H](CC(CC(=O)OC(C)(C)C)=O)O